The molecule is a 10-membered lactone obtained from 10-methyl-9,10-dihydro-2H-oxecin-2-one by the epoxidation of the double bond at position 3-4 and cis-dihydroxylation of the double bond at position 7-8, with further acylation of the hydroxy group at position 8 by a but-2-enoyl group. Multiplolide B was first isolated from the fungus Xylaria multiplex BCC 1111. It shows antifungal activity against Candida albicans. The epoxide group has cis-configuration, but its configuration relative to the other substituents was not established. It has a role as a metabolite and an antifungal agent. It is a lactone, an epoxide and a secondary alcohol. C/C=C/C(=O)O[C@@H]1C[C@H](OC(=O)C2C(O2)/C=C/[C@@H]1O)C